2,5-di-(tert-butylperoxy)-2,5-dimethyl-hexane C(C)(C)(C)OOC(C)(CCC(C)(C)OOC(C)(C)C)C